1,3-dibutyl-imidazole C(CCC)N1CN(C=C1)CCCC